(2-isopropyl-4-(p-tert-butyl-phenyl)indenyl)(2,7-dimethyl-4-(p-tert-butyl-phenyl)indenyl)-zirconium dichloride [Cl-].[Cl-].C(C)(C)C=1C(C2=CC=CC(=C2C1)C1=CC=C(C=C1)C(C)(C)C)[Zr+2]C1C(=CC2=C(C=CC(=C12)C)C1=CC=C(C=C1)C(C)(C)C)C